(2-methyl-1H-pyrrolo[3,2-c]pyridin-3-yl)ethan-1-amine CC1=C(C=2C=NC=CC2N1)C(C)N